5-(2-((2R,5S)-2-(3-(2-(dimethylamino)Ethoxy)phenyl)-5-methylpiperidin-1-yl)-2-oxoacetamido)-2-methoxynicotinamide CN(CCOC=1C=C(C=CC1)[C@@H]1N(C[C@H](CC1)C)C(C(=O)NC=1C=NC(=C(C(=O)N)C1)OC)=O)C